1-(4-bromophenyl)-N-(4-fluorophenyl)cyclobutanecarboxamide BrC1=CC=C(C=C1)C1(CCC1)C(=O)NC1=CC=C(C=C1)F